C(C)(C)(C)C=1C=C(C(=O)N=C2NCCN2)C=CC1NC1=CC(=CC=C1)C(NC(C)CC(C)C)=O 3-tert-butyl-N-[(2E)-imidazolidin-2-ylidene]-4-({3-[(4-methylpentan-2-yl)carbamoyl]phenyl}amino)benzamide